IC1=C2C[C@@H](OCC2=C(C(=C1OC)OC)OC)C (S)-5-iodo-6,7,8-trimethoxy-3-methylisochroman